3-methyl-2-{methyl[(5S)-3-(prop-2-enoyl)-1-oxa-3,7-diazaspiro[4.4]nonane-7-carbonyl]amino}butanamide CC(C(C(=O)N)N(C(=O)N1C[C@@]2(CN(CO2)C(C=C)=O)CC1)C)C